(S)-3-hydroxy-N-methylpyrrolidine O[C@@H]1CN(CC1)C